tris(1-cyanoethyl) phosphate P(=O)(OC(C)C#N)(OC(C)C#N)OC(C)C#N